FC(OC=1C=C(C=C(C1C(N[C@H]1[C@H](C1)F)=O)OC)C=1C=NN2C1C=CC(=C2)C(C)(C)NC(OCCCC)=O)F butyl N-[1-[3-[3-(difluoromethoxy)-4-[[(1R,2S)-2-fluorocyclopropyl]carbamoyl]-5-methoxy-phenyl]pyrazolo[1,5-a]pyridin-6-yl]-1-methyl-ethyl]carbamate